C(C1=CC=CC=C1)OC=1C=C(C=CC1OC)CCC(C)C 1-(3-(benzyloxy)-4-methoxyphenyl)-3-methylbutan